2-(4-chloro-2-fluorophenyl)propanoate ClC1=CC(=C(C=C1)C(C(=O)[O-])C)F